N-(4-(4-Amino-6-ethynyl-5-(quinolin-3-yl)-7H-pyrrolo[2,3-d]pyrimidin-7-yl)bicyclo-[2.2.1]heptan-1-yl)pyrimidine-5-carboxamide NC=1C2=C(N=CN1)N(C(=C2C=2C=NC1=CC=CC=C1C2)C#C)C21CCC(CC2)(C1)NC(=O)C=1C=NC=NC1